[Si](C1=CC=CC=C1)(C1=CC=CC=C1)(C(C)(C)C)OC=1C=C(C(=C(C1)OC)CC(C)O)OC 5-tert-butyldiphenylsilyloxy-2-(2-hydroxypropyl)-1,3-dimethoxybenzene